benzyl (2-(2-(((1R,5S,6s)-3-azabicyclo[3.1.0]hexan-6-yl)amino)-6-(4-fluorophenyl)pyridin-4-yl)propan-2-yl)carbamate [C@@H]12CNC[C@H]2C1NC1=NC(=CC(=C1)C(C)(C)NC(OCC1=CC=CC=C1)=O)C1=CC=C(C=C1)F